CC1=C(C=CC=C1C(F)(F)F)C(C)N 1-(2-methyl-3-(trifluoromethyl)phenyl)ethane-1-amine